(3S)-3-[(2S,3E)-2-amino-3-(2-oxotetrahydrofuran-3-ylidene)propyl]pyrrolidin-2-one hydrochloride Cl.N[C@@H](C[C@H]1C(NCC1)=O)/C=C\1/C(OCC1)=O